1-[7-(4-chloro-2-methyl-2H-indazol-5-yl)-5H-pyrrolo[2,3-b]pyrazin-3-yl]piperidin-4-amine ClC=1C2=CN(N=C2C=CC1C1=CNC2=NC(=CN=C21)N2CCC(CC2)N)C